(5-(5-fluoropyridin-3-yl)-4,5-dihydro-1H-pyrazol-1-yl)methanone FC=1C=C(C=NC1)C1CC=NN1C=O